BrC1=CC=CC=2N(C(N(C21)C)=O)COCC[Si](C)(C)C 4-bromo-3-methyl-1-((2-(trimethylsilyl)ethoxy)methyl)-1H-benzo[d]Imidazol-2(3H)-one